1-(4-{4-[2-(4-chloro-2-fluorophenyl)acetamido]-1H-1,2,3-triazol-1-yl}butyl)-N-(pyridin-2-ylmethyl)-1H-1,2,3-triazole-4-carboxamide ClC1=CC(=C(C=C1)CC(=O)NC=1N=NN(C1)CCCCN1N=NC(=C1)C(=O)NCC1=NC=CC=C1)F